[2H1]benzopyran O1C(C=CC2=C1C=CC=C2)[2H]